4-fluoro-N-[[methyl-(1-methylethyl)amino]sulfonyl]benzamide FC1=CC=C(C(=O)NS(=O)(=O)N(C(C)C)C)C=C1